tert-butyl (3S)-3-(iodomethyl)piperidine-carboxylate IC[C@@H]1CN(CCC1)C(=O)OC(C)(C)C